N-(3-chloro-2-fluorophenyl)-9-(1-cyclobutyl-1,2,3,6-tetrahydropyridin-4-yl)-1-methyl-6,7-dihydro-5H-benzo[c][1,2,3]triazolo[1,5-a]azepin-7-amine ClC=1C(=C(C=CC1)NC1C2=C(C=3N(CC1)N=NC3C)C=CC(=C2)C=2CCN(CC2)C2CCC2)F